5-[[5-(2-methoxy-4-pyridinyl)indan-4-yl]amino]-1-(2-trimethylsilyl-ethoxymethyl)-1,2,4-triazole-3-thiol COC1=NC=CC(=C1)C=1C(=C2CCCC2=CC1)NC1=NC(=NN1COCC[Si](C)(C)C)S